N-(4-(1-ethyl-1H-imidazol-2-yl)phenyl)quinoline-8-sulfonamide C(C)N1C(=NC=C1)C1=CC=C(C=C1)NS(=O)(=O)C=1C=CC=C2C=CC=NC12